N[C@H]1CS(C2=C(N(C1=O)CC1=CC=C(C=C1)Cl)C=C(C(=C2)F)C=2OC(=NN2)N2CCC1(CC(CN1)(F)F)CC2)(=O)=O (3R)-3-amino-5-[(4-chlorophenyl)methyl]-7-[5-(3,3-difluoro-1,8-diazaspiro[4.5]decan-8-yl)-1,3,4-oxadiazol-2-yl]-8-fluoro-1,1-dioxo-2,3-dihydro-1lambda6,5-benzothiazepin-4-one